6-chloro-3-(((R)-1-(2-((1S,4R)-5-(4-(dimethylamino)phenyl)-2,5-diazabicyclo[2.2.1]heptan-2-yl)-3,6-dimethyl-4-oxo-3,4-dihydroquinazolin-8-yl)ethyl)amino)-N-(methylsulfonyl)picolinamide ClC1=CC=C(C(=N1)C(=O)NS(=O)(=O)C)N[C@H](C)C=1C=C(C=C2C(N(C(=NC12)N1[C@@H]2CN([C@@H](C1)C2)C2=CC=C(C=C2)N(C)C)C)=O)C